C=C(C(=O)N)CCCCCC\C=C/CCCCCCCC methyleneoleic acid amide